COC1=CC=C(C=C1)C1=CC2=C(NC3=CC=C(C=C23)C#N)C(=N1)C (4-methoxy-phenyl)-1-methyl-9H-pyrido[3,4-b]indole-6-carbonitrile